(diphenylphosphino)-2-[phenyl-(2-thienyl)phosphino]Thiophene C1(=CC=CC=C1)P(C1=CC=CC=C1)C1=C(SC=C1)P(C=1SC=CC1)C1=CC=CC=C1